N1,N4-di-p-tolylbenzene-1,4-diamine C1(=CC=C(C=C1)NC1=CC=C(C=C1)NC1=CC=C(C=C1)C)C